1H-pyrazolo[4,3-d]Pyrimidine-5-carboxylic acid N1N=CC=2N=C(N=CC21)C(=O)O